ethyl 2-[3-(5-imidazo[1,5-a]pyridin-8-ylpyrazin-2-yl)-4-methyl-2-oxo-benzimidazol-1-yl]acetate C=1N=CN2C1C(=CC=C2)C=2N=CC(=NC2)N2C(N(C1=C2C(=CC=C1)C)CC(=O)OCC)=O